CC1(C2CN(C(C12)C(=O)N)C([C@@H](NC(C(F)(F)F)=O)C(C)C)=O)C 6,6-dimethyl-3-[N-(trifluoroacetyl)-E-valyl]-3-azabicyclo[3.1.0]hexane-2-carboxamide